C(C1=CC=CC=C1)OC1=NC(=CC=C1C1=NN(C2=NC(=CC=C21)N[C@H]2[C@@H](CN(CC2)C(=O)OC(C)(C)C)C)C)OCC2=CC=CC=C2 tert-butyl (3R,4R)-4-((3-(2,6-bis(benzyloxy)pyridin-3-yl)-1-methyl-1H-pyrazolo[3,4-b]pyridin-6-yl)amino)-3-methylpiperidine-1-carboxylate